C(=C)C1=C2CCN(C2=CC=C1)C(=O)OC(C)(C)C Tert-butyl 4-ethenyl-2,3-dihydroindole-1-carboxylate